ClC1=NC(=CC(=N1)N1CC2(C1)CC(C2)C(=O)O)C(F)(F)F 2-(2-chloro-6-(trifluoromethyl)pyrimidin-4-yl)-2-azaspiro[3.3]heptane-6-carboxylic acid